N-(3,3-difluoropropyl)-5-(1H-imidazol-1-yl)-1H-pyrazolo[3,4-c]pyridine-7-carboxamide FC(CCNC(=O)C=1N=C(C=C2C1NN=C2)N2C=NC=C2)F